(5S)-3,5,8,8-tetramethyl-5-phenyl-9,10-dihydro-7H-benzo[b][1,8]naphthyridin-6-one CC1=CC=2[C@@](C3=C(NC2N=C1)CC(CC3=O)(C)C)(C3=CC=CC=C3)C